CC=1C=C(C=C(C1)C)C1=NNC=C1NC(=O)C=1C=NN2C1N=CC=C2 N-(3-(3,5-dimethylphenyl)-1H-pyrazol-4-yl)pyrazolo[1,5-a]pyrimidine-3-carboxamide